C(CC#C)OC=1C=C(C=2N(C1)N=CC2C#N)C=2C=NC(=CC2)N2CC1N(C(C2)C1)C(C1=CN=C(C=C1)OC)=O 6-(but-3-yn-1-yloxy)-4-(6-(6-(6-methoxynicotinoyl)-3,6-diazabicyclo[3.1.1]heptan-3-yl)pyridin-3-yl)pyrazolo[1,5-a]pyridine-3-carbonitrile